Cl.N(C(=O)N)CCSCCN ureidoethylthioethylamine hydrochloride